C(C)NC(C(=O)O)C 2-(ETHYLAMINO)PROPANOIC ACID